4-(((1-Methyl-1H-pyrazolo[3,4-d]pyrimidin-4-yl)amino)methyl)-2-(trifluoromethyl)-benzenesulfonamide CN1N=CC=2C1=NC=NC2NCC2=CC(=C(C=C2)S(=O)(=O)N)C(F)(F)F